1-[(4-chlorophenyl)methyl]-1H-indole-2-carbaldehyde ClC1=CC=C(C=C1)CN1C(=CC2=CC=CC=C12)C=O